((2s,4r)-1-(5,7-dichloro-8-fluoro-2-(methylthio)pyrido[4,3-d]pyrimidin-4-yl)-4-fluoropyrrolidin-2-yl)methanol ClC1=NC(=C(C=2N=C(N=C(C21)N2[C@@H](C[C@H](C2)F)CO)SC)F)Cl